N(=O)CC(=O)NC1=CC=CC=C1 nitroso-acetanilide